ClC=1C=C(C=CC1C)NC(OCC=1C=C2C(N(CC2=CC1)C1C(NC(CC1)=O)=O)=O)=O [2-(2,6-dioxopiperidin-3-yl)-3-oxo-2,3-dihydro-1H-isoindol-5-yl]methyl N-(3-chloro-4-methylphenyl)carbamate